N1=CC(=CC=C1)S(=O)(=O)N(S(=O)(=O)C=1C=NC=CC1)C1=CC(=CC=C1)CN1CCN(CC1)C(=O)C1CCOCC1 N-(pyridin-3-ylsulfonyl)-N-(3-((4-(tetrahydro-2H-pyran-4-carbonyl)piperazin-1-yl)methyl)phenyl)pyridine-3-sulfonamide